N/C(/NC)=N/C1=NC=C(C(=O)N(CC2=NC=C(C=C2)C(F)(F)F)[C@H]2CCCC3=CC=CC=C23)C=C1 (S,Z)-6-((amino(methylamino)methylene)amino)-N-(1,2,3,4-tetrahydronaphthalen-1-yl)-N-((5-(trifluoromethyl)pyridin-2-yl)methyl)nicotinamide